((2,3-Dichlorophenyl)(8-hydroxyquinolin-7-yl)methyl)-N-(pyridin-2-yl)propionamide ClC1=C(C=CC=C1Cl)C(C1=CC=C2C=CC=NC2=C1O)C(C(=O)NC1=NC=CC=C1)C